FC1(CCC(CC1)OC1=C(C=C(COC=2C=C3N(C(N2)=O)CC2N3CCC2)C=C1F)F)F 3-((4-((4,4-difluorocyclohexyl)oxy)-3,5-difluorobenzyl)oxy)-7,8,8a,9-tetrahydropyrrolo[1',2':3,4]imidazo[1,2-c]pyrimidin-1(6H)-one